C(#N)C1=CC2=C(N=C(O2)N2CC3=CC=C(C(=C3C[C@H]2C(=O)OC)OCC2=CC=C(C=C2)OC)OC)C=C1 Methyl (S)-2-(6-cyanobenzo[d]oxazol-2-yl)-6-methoxy-5-((4-methoxybenzyl)oxy)-1,2,3,4-tetrahydroisoquinoline-3-carboxylate